CN1C2=C(C3=C1C(N(N=C3)CC3=C1C=NN(C1=CC=C3)COCC[Si](C)(C)C)=O)SC(=N2)C(=O)O methyl-5-oxo-6-((1-((2-(trimethylsilyl)ethoxy)methyl)-1H-indazol-4-yl)methyl)-5,6-dihydro-4H-thiazolo[5',4':4,5]Pyrrolo[2,3-d]Pyridazine-2-carboxylic acid